ClC1=C(C=CC=C1)N1CCC2(CCN(C2)C(=O)NC2=C(C=CC=C2N2CCN(CC2)C(C)C)C#N)CC1 8-(2-Chlorophenyl)-N-(2-cyano-6-(4-isopropylpiperazin-1-yl)phenyl)-2,8-diazaspiro[4.5]decane-2-carboxamide